5-bromo-2-methyl-1-(pyridin-2-yl)indole BrC=1C=C2C=C(N(C2=CC1)C1=NC=CC=C1)C